C(C)(C)C1=CC(=NC=C1)C1=NSC(=N1)NC1=NC=C(C=C1N(C(C)=O)C)C(F)(F)F N-(2-((3-(4-Isopropylpyridin-2-yl)-1,2,4-thiadiazol-5-yl)amino)-5-(trifluoromethyl)pyridin-3-yl)-N-methylacetamide